4-chloro-8-(3,5-dichlorophenyl)-1,7-naphthyridine-3-carboxylic acid ethyl ester C(C)OC(=O)C=1C=NC2=C(N=CC=C2C1Cl)C1=CC(=CC(=C1)Cl)Cl